CC1(N(C(CC(C1)OC(OC1CC(N(C(C1)(C)C)OCCCCCCCCCCC)(C)C)=O)(C)C)OCCCCCCCCCCC)C Carbonic acid bis(2,2,6,6-tetramethyl-1-undecoxypiperidin-4-yl) ester